monomethyl-dioleyl-ammonium chloride [Cl-].C[NH+](CCCCCCCC\C=C/CCCCCCCC)CCCCCCCC\C=C/CCCCCCCC